Methyl 1-(6-aminopyrimidin-4-yl)piperidine-4-carboxylate NC1=CC(=NC=N1)N1CCC(CC1)C(=O)OC